2-chloro-1,3-dihexadecyl-4,5-dihydro-1H-imidazol-3-ium ClC=1N(CC[N+]1CCCCCCCCCCCCCCCC)CCCCCCCCCCCCCCCC